FC1=C(C=CC(=C1)C(F)(F)F)[C@@H](C)NC([C@@H]1N(CCC1)C(=O)[C@@H]1CN(CCC1)S(=O)(=O)N1CC(C1)(C)O)=O N-((1R)-1-(2-fluoro-4-(trifluoromethyl)phenyl)ethyl)-1-(((3S)-1-((3-hydroxy-3-methyl-1-azetidinyl)sulfonyl)-3-piperidinyl)carbonyl)-D-prolinamide